NC(C(=O)O)CC1=CNC(C=C1)=O 2-amino-3-(6-oxo-1,6-dihydropyridin-3-yl)propanoic acid